N-(4-chlorophenyl)-2-(1-(3-methylbutanoyl)-1,2,3,4-tetrahydroquinolin-6-yl)acetamide ClC1=CC=C(C=C1)NC(CC=1C=C2CCCN(C2=CC1)C(CC(C)C)=O)=O